(E)-2-(2-fluoropyrimidin-5-yl)-3-(3-(3-(pentafluoro-sulfaneyl)-5-(trifluoromethyl)phenyl)-1H-1,2,4-triazol-1-yl)acrylamide FC1=NC=C(C=N1)/C(/C(=O)N)=C\N1N=C(N=C1)C1=CC(=CC(=C1)C(F)(F)F)S(F)(F)(F)(F)F